(R)-N-(5-chloro-3-((3,5-dimethyl-4-oxo-3,4-dihydroquinazolin-6-yl)amino)-2-fluorophenyl)-3-methoxypyrrolidine-1-sulfonamide ClC=1C=C(C(=C(C1)NS(=O)(=O)N1C[C@@H](CC1)OC)F)NC=1C(=C2C(N(C=NC2=CC1)C)=O)C